N-(4-((4-(4-cyano-6-methylpyrimidin-2-yl)piperazin-1-yl)sulfonyl)phenyl)-2-(2-oxoazetidin-1-yl)benzamide C(#N)C1=NC(=NC(=C1)C)N1CCN(CC1)S(=O)(=O)C1=CC=C(C=C1)NC(C1=C(C=CC=C1)N1C(CC1)=O)=O